CN1S(C=CC=C1)(=O)=O 2-methyl-1,2-thiazine 1,1-dioxide